benzyl 3-fluoro-2-(fluoromethyl)-2-methylpropanoate FCC(C(=O)OCC1=CC=CC=C1)(C)CF